ClC1=CN=C(C2=CC=CC=C12)C1CCCCC1 4-chloro-1-cyclohexylisoquinoline